C(CCC)OC(CN1CCN(CC1)C1=CC=C(C=C1)Br)=O.COC1=C(C=CC=C1C1=NOC(=N1)CCC)NC1=CC=NC=C1C(=O)NC([2H])([2H])[2H] 4-((2-methoxy-3-(5-(2-methylethyl)-1,2,4-oxadiazol-3-yl)phenyl)Amino)-N-(methyl-d3)nicotinamide butyl-2-(4-(4-bromophenyl)piperazin-1-yl)acetate